4-((2S,3S,4S,5S)-3-(2-(difluoromethoxy)-4-fluorophenyl)-4,5-dimethyl-5-(trifluoromethyl)tetrahydrofuran-2-carboxamido)picolinamide FC(OC1=C(C=CC(=C1)F)[C@H]1[C@H](O[C@@]([C@H]1C)(C(F)(F)F)C)C(=O)NC1=CC(=NC=C1)C(=O)N)F